C1(C=CC(N1C=1C(=C(C=CC1C)C1=CC=C(C=C1)C)N1C(C=CC1=O)=O)=O)=O bismaleimidodimethyl-biphenyl